3-(2,3,4-Trifluorophenyl)-2,4-dithioxo-1,2,3,4-tetrahydroquinazoline FC1=C(C=CC(=C1F)F)N1C(NC2=CC=CC=C2C1=S)=S